(Z)-methyl-4-((2S,5S)-5-(4-chlorobenzyl)-2-methylmorpholino)-N-cyanopiperidine CC1N(CCC(C1)N1C[C@@H](OC[C@@H]1CC1=CC=C(C=C1)Cl)C)C#N